2-chloro-6-methyl-pyrazine ClC1=NC(=CN=C1)C